(R)-N-(2-(3,4-dichlorophenyl)thiazol-4-yl)pyrrolidine-3-carboxamide ClC=1C=C(C=CC1Cl)C=1SC=C(N1)NC(=O)[C@H]1CNCC1